BrC=1N=C(SC1)OCC1=NC=C(C=C1)Cl 4-bromo-2-[(5-chloro-2-pyridinyl)methoxy]thiazole